1-[4-(4-chloro-3,5-difluorophenyl)piperidin-1-yl]-2-{3-[(2R,6S)-2,6-dimethylmorpholine-4-carbonyl]-5,6-dihydrocyclopenta[c]pyrazol-1(4H)-yl}ethan-1-one ClC1=C(C=C(C=C1F)C1CCN(CC1)C(CN1N=C(C2=C1CCC2)C(=O)N2C[C@H](O[C@H](C2)C)C)=O)F